[(R)-(4,5-dichloro-2-hydroxyphenyl)(piperidin-4-yl)methyl]-2-methylpropane-2-sulfinamide ClC1=CC(=C(C=C1Cl)[C@@H](C1CCNCC1)CC(C)(S(=O)N)C)O